ClC=1C=C(CNC(C(C)(C)C2=NC=C(C(=N2)C)OC)=O)C=C(C1C1C(NC(CC1)=O)=O)Cl N-(3,5-dichloro-4-(2,6-dioxopiperidin-3-yl)benzyl)-2-(5-methoxy-4-methylpyrimidin-2-yl)-2-methylpropanamide